(2S)-2-((tert-butoxycarbonyl)amino)-3-(4-(4-oxoazetidin-2-yl)phenyl)propanoic acid C(C)(C)(C)OC(=O)N[C@H](C(=O)O)CC1=CC=C(C=C1)C1NC(C1)=O